N-[4-(3-Cyanophenyl)-5-(3-methylbenzimidazol-5-yl)thiazol-2-yl]-2-oxa-6-azaspiro[3.3]heptane-6-carboxamide C(#N)C=1C=C(C=CC1)C=1N=C(SC1C1=CC2=C(N=CN2C)C=C1)NC(=O)N1CC2(COC2)C1